N,N-dimethylacetamide HCl salt Cl.CN(C(C)=O)C